3-(2-methyl-2H-indazol-5-yl)-1-(6-methylpyridin-3-yl)-7-((2,2,2-trifluoroethyl)amino)-3,4-dihydropyrimido[4,5-d]pyrimidin-2(1H)-one CN1N=C2C=CC(=CC2=C1)N1C(N(C2=NC(=NC=C2C1)NCC(F)(F)F)C=1C=NC(=CC1)C)=O